tert-Butyl (R)-2-((2-(1-(phenylsulfonyl)-4-(pyrazolo[1,5-b]pyridazin-3-yl)-1H-pyrrolo[2,3-b]pyridin-2-yl)ethyl)carbamoyl)piperidine-1-carboxylate C1(=CC=CC=C1)S(=O)(=O)N1C(=CC=2C1=NC=CC2C=2C=NN1N=CC=CC12)CCNC(=O)[C@@H]1N(CCCC1)C(=O)OC(C)(C)C